CC=1N(C(SC1C)=NC(=O)C1C(C1(C)C)(C)C)C(CCC([2H])([2H])OS(=O)(=O)C1=CC=C(C=C1)C)([2H])[2H] 4-(4,5-Dimethyl-2-((2,2,3,3-tetramethylcyclopropane-1-carbonyl)-imino)thiazol-3(2H)-yl)butyl-1,1,4,4-d4-4-methylbenzenesulfonate